NC1N=CN2C1C1=C(CC3=C2C=CC(=C3)Br)C=CC=C1 amino-7-bromo-9,13B-dihydro-1H-dibenzo[c,f]imidazo[1,5-a]azepine